pentaerythritol thiopropionate C(CC)(=S)OCC(CO)(CO)CO